CC1(OB(OC1(C)C)C1=C(C(=C(C=C1)C(F)(F)F)N)N)C 3-(4,4,5,5-tetramethyl-1,3,2-dioxaborolan-2-yl)-6-(trifluoromethyl)benzene-1,2-diamine